ethyl (E)-3-((cis)-1-(4-bromophenyl)-2-methylcyclopropyl)acrylate BrC1=CC=C(C=C1)[C@@]1([C@@H](C1)C)/C=C/C(=O)OCC